3-((3-((1s,3s)-3-(4-chlorophenyl)-3-hydroxycyclobutyl)-1,2,4-oxadiazol-5-yl)methyl)-5-methylpyrido[2,3-d]pyrimidin-4(3H)-one ClC1=CC=C(C=C1)C1(CC(C1)C1=NOC(=N1)CN1C=NC2=C(C1=O)C(=CC=N2)C)O